[4-[5-(2,2,2-trifluoroethoxy)-2-pyridyl]phenyl]methanol FC(COC=1C=CC(=NC1)C1=CC=C(C=C1)CO)(F)F